Di-n-butyltin Dihydride C(CCC)[SnH2]CCCC